2,6-bis(4-aminophenyl)pyrazine NC1=CC=C(C=C1)C1=NC(=CN=C1)C1=CC=C(C=C1)N